C(C)(C)(C)OC(=O)N1CCC2(CC1)CCN(CC2)C2=CC(=C(C=C2)[N+](=O)[O-])O 9-(3-hydroxy-4-nitrophenyl)-3,9-diazaspiro[5.5]undecane-3-carboxylic acid tert-butyl ester